3-(6-((1-Benzylpiperidin-3-yl)(methyl)amino)-1-methyl-1H-pyrazolo[3,4-d]pyrimidin-3-yl)-2,6-difluoro-5-(trifluoromethyl)phenol C(C1=CC=CC=C1)N1CC(CCC1)N(C1=NC=C2C(=N1)N(N=C2C=2C(=C(C(=C(C2)C(F)(F)F)F)O)F)C)C